[O-2].[Zn+2].[Na+] sodium-zinc oxide